The molecule is a 3-hydroxy fatty acyl-CoA that results from the formal condensation of the thiol group of coenzyme A with the carboxy group of (3R,13Z)-3-hydroxydocosenoic acid. It is a (R)-3-hydroxyacyl-CoA, a 3-hydroxy fatty acyl-CoA, a long-chain fatty acyl-CoA, an unsaturated fatty acyl-CoA and an 11,12-saturated fatty acyl-CoA. It is a conjugate acid of a (3R,13Z)-3-hydroxydocosenoyl-CoA(4-). CCCCCCCC/C=C\\CCCCCCCCC[C@H](CC(=O)SCCNC(=O)CCNC(=O)[C@@H](C(C)(C)COP(=O)(O)OP(=O)(O)OC[C@@H]1[C@H]([C@H]([C@@H](O1)N2C=NC3=C(N=CN=C32)N)O)OP(=O)(O)O)O)O